ClC=1N=C(C2=C(N1)C1=C(S2)N=CC=C1)Cl 2,4-dichloropyrido[3',2':4,5]thieno[3,2-d]pyrimidine